C(C)N1C=NC(=C1C=1C=CC=2N(N1)C(=CN2)C(C)(C)O)C2=CC=C(C=C2)F 2-(6-(1-ethyl-4-(4-fluorophenyl)-1H-imidazol-5-yl)imidazo[1,2-b]pyridazin-3-yl)propan-2-ol